4-((1R,5S)-3,8-diazabicyclo[3.2.1]octan-3-yl)-7-(5-ethylisoquinolin-4-yl)-8-fluoro-2-((2-fluorotetrahydro-1H-pyrrolizin-7a(5H)-yl)methoxy)pyrido[4,3-d]pyrimidine [C@H]12CN(C[C@H](CC1)N2)C=2C1=C(N=C(N2)OCC23CCCN3CC(C2)F)C(=C(N=C1)C1=CN=CC2=CC=CC(=C12)CC)F